CO[Si]([O-])([O-])[O-].IC[N+](CC)(CC)CC.IC[N+](CC)(CC)CC.IC[N+](CC)(CC)CC iodomethyl-triethylammonium methylsilicate